4'-((4-(ethylcarbamoyl)pyridin-2,6-diyl)bis(1H-1,2,3-triazole-4,1-diyl))bis(3,5,6-trichloropicolinic acid) C(C)NC(=O)C1=CC(=NC(=C1)C=1N=NN(C1)C1=C(C(=NC(=C1Cl)Cl)C(=O)O)Cl)C=1N=NN(C1)C1=C(C(=NC(=C1Cl)Cl)C(=O)O)Cl